C1(=CC=CC=C1)CC(=O)N[C@@H](C1=CC=CC=C1)C(=O)OCl N-phenylacetyl-(S)-O-chlorophenylglycine